[Pd+2].C1(=CC=CC=C1)P(C1=CC=CC=C1)[C-]1C=CC=C1.[C-]1(C=CC=C1)P(C1=CC=CC=C1)C1=CC=CC=C1.[Fe+2] bis(diphenylphosphino)ferrocene palladium (II)